Sodium (E)-6,6'-(ethene-1,2-diyl)bis(3-((ethoxycarbonyl) amino) benzenesulfonate) C(=C\C1=CC=C(C=C1S(=O)(=O)[O-])NC(=O)OCC)/C1=CC=C(C=C1S(=O)(=O)[O-])NC(=O)OCC.[Na+].[Na+]